NC1CCN(CC1)C1=NC2=CC=C(C=C2C(=N1)C1=CC(=C(C#N)C=C1)F)C1=CC(=C(C=C1)OC)F 4-(2-(4-aminopiperidin-1-yl)-6-(3-fluoro-4-methoxyphenyl)quinazolin-4-yl)-2-fluorobenzonitrile